C12C(CC(C=C1)C2)C2=CC=C(C=C2)O 4-(bicyclo[2.2.1]hept-5-en-2-yl)phenol